(2R,3S,4S,5R)-3-(3,4-difluoro-2-methoxyphenyl)-4,5-dimethyl-5-(trifluoromethyl)tetrahydrofuran-2-carbonyl chloride FC=1C(=C(C=CC1F)[C@H]1[C@@H](O[C@]([C@H]1C)(C(F)(F)F)C)C(=O)Cl)OC